[H-].[Na+].[Si](C1=CC=CC=C1)(C1=CC=CC=C1)(C(C)(C)C)O[C@H]1[C@](C[C@]2(CO2)CC1)(C)CN1C=NC2=C1C=C(C=C2)C#N |r| rac-1-(((3S,5S,6R)-6-((tert-Butyldiphenylsilyl)oxy)-5-methyl-1-oxaspiro[2.5]octan-5-yl)methyl)-1H-benzo[d]imidazole-6-carbonitrile Sodium hydride